2-[(2R,4S)-2-(1-cyclopropylpyrazol-4-yl)tetrahydropyran-4-yl]-7-methyl-6-methylsulfonyl-4-[3-(trifluoromethyl)-1-bicyclo[1.1.1]pentanyl]pyrido[2,3-d]pyrimidine C1(CC1)N1N=CC(=C1)[C@@H]1OCC[C@@H](C1)C=1N=C(C2=C(N1)N=C(C(=C2)S(=O)(=O)C)C)C21CC(C2)(C1)C(F)(F)F